(2R)-5-guanidino-N-(4-hydroxybenzyl)-2-(2-(isoindolin-2-yl)-2-phenylacetamido)pentanamide N(C(=N)N)CCC[C@H](C(=O)NCC1=CC=C(C=C1)O)NC(C(C1=CC=CC=C1)N1CC2=CC=CC=C2C1)=O